CC1(OCCC(O1)C1=C(C=CC=C1)C(=O)N1[C@@H](CCCC1)CO)C (2-(2,2-dimethyl-1,3-dioxan-4-yl)phenyl)((S)-2-(hydroxymethyl)piperidin-1-yl)methanone